6-(3-Methoxy-2-methylphenyl)-N-((1s,3s)-3-methoxycyclobutyl)-2-(1-methyl-1H-imidazol-2-yl)-5-phenylpyrrolo[2,1-f][1,2,4]triazin-4-amine COC=1C(=C(C=CC1)C=1C(=C2C(=NC(=NN2C1)C=1N(C=CN1)C)NC1CC(C1)OC)C1=CC=CC=C1)C